1-ethoxy-2-(2-ethoxy)-ethane C(C)OCCOCC